N-(3-hydroxypropyl)benzenesulfonamide (1R,3S)-3-(3-{[(2-meth-oxypyridin-3-yl)acetyl]-amino}-1H-pyrazol-5-yl)-cyclopentyl-(2S)-butan-2-ylcarbamate COC1=NC=CC=C1CC(=O)NC1=NNC(=C1)[C@@H]1C[C@@H](CC1)N(C(O)=O)[C@@H](C)CC.OCCCNS(=O)(=O)C1=CC=CC=C1